[C@@H]1([C@H](O)[C@@H](O)[C@H](O)[C@H](O1)CO)OC1=CC=C(CCC(C)(C)C(C(=O)O)(O)C(O)C(=O)O)C=C1.N1CC12CCC(C2)=O azaspiro[2.4]heptan-6-One 1-(4-beta-D-glucopyranosyl-oxybenzyl)-2-isobutyltartrate